(2R,6S)-2-(hydroxymethyl)-6-methylmorpholin OC[C@H]1CNC[C@@H](O1)C